C(#C)C1=CC(N(C=2N=C(N=CC21)NC2=CC=C(C=C2)N2CCN(CC2)C)C2CCC(CC2)NC(=O)C2=CN=NC=C2)=O N-[(1r,4r)-4-(5-Ethynyl-2-{[4-(4-methylpiperazin-1-yl)phenyl]amino}-7-oxopyrido[2,3-d]pyrimidin-8-yl)cyclohexyl]pyridazine-4-carboxamide